FC(C(=O)O)(F)F.ClC=1C=C(SC1Cl)C[C@H]1C[C@@H](NC1)C(=O)N[C@H](C(=O)NCC=1C=C2C(=NC1)N(C=C2)C)C (2R,4R)-4-((4,5-dichlorothien-2-yl)methyl)-N-((S)-1-(((1-methyl-1H-pyrrolo[2,3-b]pyridin-5-yl)methyl)amino)-1-oxopropan-2-yl)pyrrolidine-2-carboxamide trifluoroacetate